N-cyclopentyl-7-morpholino-5-[(2E)-2-(m-tolylmethylene)hydrazino]thiazolo[4,5-d]pyrimidine-2-carboxamide C1(CCCC1)NC(=O)C=1SC2=C(N=C(N=C2N2CCOCC2)N/N=C/C=2C=C(C=CC2)C)N1